N-{1-[(1-fluorocyclobutyl)methyl]-1H-pyrazol-4-yl}-2-(1H-pyrazol-4-yl)-1,3-thiazole FC1(CCC1)CN1N=CC(=C1)N1C(SC=C1)C=1C=NNC1